C(CCC)OB(OCCCC)C=C Vinylboronic acid dibutyl ester